NCCNCCNC1=CC(=C(C(=C1)F)N1C(N(C=2N=CC(=CC2C=2C=CC(=CC12)C#N)Cl)CC)=O)F 10-[4-({2-[(2-aminoethyl)amino]ethyl}amino)-2,6-difluorophenyl]-4-chloro-8-ethyl-9-oxo-6,8,10-triazatricyclo[9.4.0.02,7]pentadeca-1(11),2(7),3,5,12,14-hexaene-13-carbonitrile